[Ti+4].N1(C=NC2=C1C=CC=C2)C=2C=C(C=CC2)S 3-(1H-benzo[d]imidazol-1-yl)thiophenol titanium(IV)